1,2-Epoxyhexan C1C(CCCC)O1